methyl 6-(2-chloro-4-methylphenyl)-2-((6-oxohexahydropyrrolo[1,2-a]pyrazin-2(1H)-yl)methyl)-1H-benzo[d]imidazole-4-carboxylate ClC1=C(C=CC(=C1)C)C=1C=C(C2=C(NC(=N2)CN2CC3N(CC2)C(CC3)=O)C1)C(=O)OC